CN(CC1=CC=NC=C1)CC=1C=C(C=CC1)B(O)O (3-([METHYL(PYRIDIN-4-YLMETHYL)AMINO]METHYL)PHENYL)BORANEDIOL